4-{ethyl[2-methyl-4-(2-methylpropoxy)-5-(propan-2-yl)phenyl]amino}benzoic Acid C(C)N(C1=CC=C(C(=O)O)C=C1)C1=C(C=C(C(=C1)C(C)C)OCC(C)C)C